FC(OC=1C=CC=C2C(=NNC12)N)(F)F 7-(Trifluoromethoxy)-1H-indazol-3-amine